F[C@H]1C[C@H](N2N=C(N=C21)S[C@@H]2C[C@H](C2)O)C2=CC=CC=C2 trans-3-(((5S,7S)-7-fluoro-5-phenyl-6,7-dihydro-5H-pyrrolo[1,2-b][1,2,4]triazol-2-yl)thio)cyclobutanol